methyl (S)-4-(1-(3-(difluoromethyl)-1-methyl-5-((3-(trifluoromethyl)phenyl)thio)-1H-pyrazole-4-carboxamido)ethyl)benzoate FC(C1=NN(C(=C1C(=O)N[C@@H](C)C1=CC=C(C(=O)OC)C=C1)SC1=CC(=CC=C1)C(F)(F)F)C)F